(4-(3-amino-1H-indazol-5-yl)pyridine-2-yl)-3-(2-hydroxyethyl)urea NC1=NNC2=CC=C(C=C12)C1=CC(=NC=C1)NC(=O)NCCO